1,4-diacetoxy-1,4-cyclohexadiene C(C)(=O)OC1=CCC(=CC1)OC(C)=O